2-bromo-5-((3,5-dimethoxybenzyl)oxy)benzoic acid BrC1=C(C(=O)O)C=C(C=C1)OCC1=CC(=CC(=C1)OC)OC